C[C@@H](CC)NC(O[C@H]1C[C@H](CC1)C1=CC(=NN1)NC(CC=1N=NN(C1)C(C)C)=O)=O (1R,3S)-3-[3-({[1-(propan-2-yl)-1H-1,2,3-triazol-4-yl]acetyl}amino)-1H-pyrazol-5-yl]cyclopentyl (2S)-butan-2-ylcarbamate